1-(3,5-Difluoro-4-(3-(5-(3-fluoropyrrolidin-1-yl)pyridin-2-yl)-1H-pyrazolo[3,4-c]pyridin-5-yl)phenyl)-N-methylmethanamine FC=1C=C(C=C(C1C=1C=C2C(=CN1)NN=C2C2=NC=C(C=C2)N2CC(CC2)F)F)CNC